3,N-dimethylpyrrolidone CC1C(N(CC1)C)=O